ethyl-4-thiazolecarboxylate C(C)OC(=O)C=1N=CSC1